2-(4-fluoro-3-nitrophenyl)acetonitrile FC1=C(C=C(C=C1)CC#N)[N+](=O)[O-]